ClC=1C=C2CC(O[C@H](C2=CC1)[C@H]1O[C@H]([C@H]2[C@@H]1OC(O2)(C)C)N2C=CC1=C2N=CN=C1C)=O (1R)-6-chloro-1-[(3aR,4R,6R,6aR)-2,2-dimethyl-4-(4-methylpyrrolo[2,3-d]pyrimidin-7-yl)-3a,4,6,6a-tetrahydrofuro[3,4-d][1,3]dioxol-6-yl]isochroman-3-one